FC1=CC=C(C(=C1O)B1OC(C(O1)(C)C)(C)C)C 6-fluoro-3-methyl-2-(4,4,5,5-tetramethyl-1,3,2-dioxaborolan-2-yl)phenol